3-bromo-1-chlorodibenzo[b,d]Furan BrC=1C=C(C2=C(OC3=C2C=CC=C3)C1)Cl